1-((5,5-Dimethyl-2,4-dioxo-3-((2-(trimethylsilyl)ethoxy)methyl)imidazolidin-1-yl)methyl)-4-oxocyclohexane-1-carbonitrile CC1(C(N(C(N1CC1(CCC(CC1)=O)C#N)=O)COCC[Si](C)(C)C)=O)C